6-chloro-7-methoxy-2-methyl-3-(2'-(2-oxopyrrolidin-1-yl)-4'-(trifluoromethoxy)-[1,1'-biphenyl]-4-yl)quinolin-4(1H)-one ClC=1C=C2C(C(=C(NC2=CC1OC)C)C1=CC=C(C=C1)C1=C(C=C(C=C1)OC(F)(F)F)N1C(CCC1)=O)=O